O.CS(=O)(=O)O.CS(=O)(=O)O.C(C)(=O)C1=CC2=C(O1)C(=C1C=CC=CC1=C2OC(=O)NCCNCC(=O)O)OC(=O)NCCNCC(=O)O 2,2'-((((((2-acetylnaphtho[2,3-b]furan-4,9-diyl)bis(oxy))bis(carbonyl))bis-(azanediyl))bis(ethane-2,1-diyl))bis(azanediyl))diacetic Acid dimethanesulfonate Salt monohydrate